C1=C(C=CC2=CC=CC=C12)OC(=O)CC1C2C=CC(C1)C2=O 5-(2-naphthyloxycarbonylmethyl)-7-oxo-bicyclo[2.2.1]Hept-2-ene